L-threonyl-alanine methyl ester COC([C@@H](NC([C@@H](N)[C@H](O)C)=O)C)=O